3-(2,6-difluoro-4-((2R,3S)-2-methyl-3-((5-(spiro[3.3]heptan-2-yl)-1,3,4-oxadiazol-2-yl)amino)azetidin-1-yl)phenyl)piperidine-2,6-dione FC1=C(C(=CC(=C1)N1[C@@H]([C@H](C1)NC=1OC(=NN1)C1CC2(C1)CCC2)C)F)C2C(NC(CC2)=O)=O